(2S,3S,4R,5R)-3,4-dihydroxyl-5-(6-(((4-methylpyridin-2-yl)methyl)amino)-2-(5-methylpyridin-3-yl)-9H-purin-9-yl)-N-vinyltetrahydrofuran-2-formamide O[C@@H]1[C@H](O[C@H]([C@@H]1O)N1C2=NC(=NC(=C2N=C1)NCC1=NC=CC(=C1)C)C=1C=NC=C(C1)C)C(=O)NC=C